3-{[3-(dimethylamino)propyl]amino}dodecanoate CN(CCCNC(CC(=O)[O-])CCCCCCCCC)C